rac-4-(4-Chlorobenzyl)-7-(3,5-difluorobenzyl)-2,4,6,7,8,9-hexahydroimidazo[1,2-a]pyrido[3,4-e]pyrimidin-5(1H)-one ClC1=CC=C(CN2C=3N(C4=C(C2=O)CN(CC4)CC4=CC(=CC(=C4)F)F)CCN3)C=C1